N-(4-iodo-5-methoxy-3-pyridinyl)-2,2-dimethyl-propionamide IC1=C(C=NC=C1OC)NC(C(C)(C)C)=O